3-{[4-(2-amino-8-methoxy-4-quinazolinyl)-1H-1,2,3-triazol-1-yl]methyl}-1-(2-hydroxy-2-methylpropyl)-1H-pyridin-2-one NC1=NC2=C(C=CC=C2C(=N1)C=1N=NN(C1)CC=1C(N(C=CC1)CC(C)(C)O)=O)OC